N[C@@H](CCC(C(F)(F)F)(C)C)C=1N=C2N(N=CC(=C2)[C@@H](COC)N2C(N[C@@](C2)(C(F)(F)F)C)=O)C1 (S)-1-((S)-1-(2-((S)-1-Amino-5,5,5-trifluoro-4,4-dimethylpentyl)imidazo[1,2-b]pyridazin-7-yl)-2-methoxyethyl)-4-methyl-4-(trifluoromethyl)imidazolidin-2-one